C1(CC1)C1=CC=C(OCC2=NN=C(S2)NC(C2=CN=C(C=C2C2=C(C=CC=C2)OC)C)=O)C=C1 N-(5-((4-cyclopropylphenoxy)methyl)-1,3,4-thiadiazol-2-yl)-4-(2-methoxyphenyl)-6-methylnicotinamide